C1(CC1)C1=NC=NC(=C1C=1N=C(C2=C(N1)CCS2(=O)=O)OCC2=CC=C(C=C2)N2N=C(C=C2C)C(F)(F)F)OC 2-(4-cyclopropyl-6-methoxypyrimidin-5-yl)-4-((4-(5-methyl-3-(trifluoromethyl)-1H-pyrazol-1-yl)benzyl)oxy)-6,7-dihydrothieno[3,2-d]pyrimidine 5,5-dioxide